FC1=CC=C(C=C1)NC1=NNC2=CC=CC=C12 N-(4-fluorophenyl)-1H-indazol-3-amine